3-[4-(3,3-Difluoro-4-piperidyl)-3-methyl-2-oxo-benzimidazol-1-yl]piperidine-2,6-dione FC1(CNCCC1C1=CC=CC=2N(C(N(C21)C)=O)C2C(NC(CC2)=O)=O)F